2-Amino-7-fluoro-4-(5-fluoro-3-((S)-1-methyl-1,6-diazaspiro[3.4]octan-6-yl)-7,9-dihydrofuro[3,4-f]quinazolin-6-yl)thieno[3,2-c]pyridine-3-carbonitrile NC1=C(C=2C(=NC=C(C2S1)F)C=1C2=C(C=3C=NC(=NC3C1F)N1C[C@]3(CCN3C)CC1)COC2)C#N